2-(azepan-1-yl)-N-(6-sulfamoyl-2-pyridyl)-5-(trifluoromethyl)pyridine-3-carboxamide N1(CCCCCC1)C1=NC=C(C=C1C(=O)NC1=NC(=CC=C1)S(N)(=O)=O)C(F)(F)F